tert-butyl N-(2-{[(benzyloxy)carbonyl]({2-[(4-methyl benzenesulfonyl)oxy]ethyl})amino}ethyl)carbamate C(C1=CC=CC=C1)OC(=O)N(CCNC(OC(C)(C)C)=O)CCOS(=O)(=O)C1=CC=C(C=C1)C